NC1=CC=C(C=C1)N1C(COCC1)=O 4-(4-aminophenyl)-3-morpholinone